C(C)OC(=C)C1=NC=CC(=N1)C (1-ethoxyvinyl)-4-methyl-pyrimidine